COC1=CC=C(C=C1)C1=CC=C(C=N1)\C=C/1\C(NC(S1)=O)=O (Z)-5-((6-(4-methoxyphenyl)pyridin-3-yl)methylene)thiazolidine-2,4-dione